2-(2-ethoxy)ethyl-methacrylamide CCOCCC=C(C(=O)N)C